N1CC(C1)N1N=NC=2C=NC=3C(=C(C(=CC3C21)Cl)C2=CC(=CC1=CC=CC=C21)O)F 4-(1-(azetidin-3-yl)-8-chloro-6-fluoro-1H-[1,2,3]triazolo[4,5-c]quinolin-7-yl)naphthalen-2-ol